adipic acid isocyanate C(CCCCC(=O)N=C=O)(=O)N=C=O